NC1=C(N=C2N1C=CC=C2C2=C(C=CC=C2OC(F)(F)F)F)C(=O)NCCC 3-Amino-8-(2-fluoro-6-(trifluoromethoxy)phenyl)-N-propylimidazo[1,2-a]pyridine-2-carboxamide